COC(=O)C1=CC(=CC=2NC(=NC21)CO)C2=C(C=C(C=C2)C)Cl 6-(2-chloro-4-methylphenyl)-2-(hydroxymethyl)-1H-benzimidazole-4-carboxylic acid methyl ester